C(C1=CC=CC=C1)OC1=C(C=CC(=C1)CN1C=NC=2C1=NC=C(C2)C=2C(=NN(C2)C)C)O 2-(benzyloxy)-4-((6-(1,3-dimethyl-1H-pyrazol-4-yl)-3H-imidazo[4,5-b]pyridin-3-yl)methyl)phenol